N-(5-aminopyridin-2-yl)benzenesulfonamide NC=1C=CC(=NC1)NS(=O)(=O)C1=CC=CC=C1